FC(N1N=C(C=C1)[C@]1(C[C@@H](C=2C=NC=3N(C21)N=C(C3)F)C(=O)NC=3C=NC(=C(C3)C)C3=NC=CC=N3)C)F (6S,8S)-8-(1-(difluoromethyl)-1H-pyrazol-3-yl)-2-fluoro-8-methyl-N-(5-methyl-6-(pyrimidin-2-yl)pyridin-3-yl)-7,8-dihydro-6H-cyclopenta[e]pyrazolo[1,5-a]pyrimidine-6-carboxamide